N-((S)-1-(4-(1H-Pyrazol-4-yl)phenyl)ethyl)-4-((R)-3-(3-(trifluoromethyl)phenoxy)pyrrolidin-1-yl)tetrahydro-2H-pyran-4-carboxamide, hydrochloride Cl.N1N=CC(=C1)C1=CC=C(C=C1)[C@H](C)NC(=O)C1(CCOCC1)N1C[C@@H](CC1)OC1=CC(=CC=C1)C(F)(F)F